C(OC(=O)OC(C)(C)C)([O-])=O Boc carbonate